(3-Bromophenyl)hydroxyacetic acid BrC=1C=C(C=CC1)C(C(=O)O)O